COC1=CC=C(CN(C2=NC=NN3C2=NC=C3C=3C=NN(C3)C3=CC(=NC=C3C)NC(C3=CC(=CC=C3)C(F)(F)F)=O)CC3=CC=C(C=C3)OC)C=C1 N-(4-(4-(4-(bis(4-methoxybenzyl)amino)imidazo[2,1-f][1,2,4]triazin-7-yl)-1H-pyrazol-1-yl)-5-methylpyridin-2-yl)-3-(trifluoromethyl)benzamide